1-[(6-nitro-3-pyridyl)methyl]-4-ethyl-piperazine [N+](=O)([O-])C1=CC=C(C=N1)CN1CCN(CC1)CC